C(CCC)N1N=C(C(=C1C)O)C(C)C Butyl-4-hydroxy-5-methyl-3-isopropyl-pyrazol